BrC1=CC(=C(C=C1)[C@H]1[C@@H](CN(CC1)C(=O)OC(C)(C)C)OC)F tert-butyl (3S,4S)-4-(4-bromo-2-fluoro-phenyl)-3-methoxy-piperidine-1-carboxylate